2,3-dihydropyrrolo[1,2-D][1,2,4]triazine-1,4-dione C1(C=2N(C(NN1)=O)C=CC2)=O